rhodium (0) tris(triphenylphosphane) chloride [Cl-].C1(=CC=CC=C1)P(C1=CC=CC=C1)C1=CC=CC=C1.C1(=CC=CC=C1)P(C1=CC=CC=C1)C1=CC=CC=C1.C1(=CC=CC=C1)P(C1=CC=CC=C1)C1=CC=CC=C1.[Rh]